3,3'-(ethane-1,2-diyl-bis(5-carbamoyl-1H-benzo[d]imidazole-1,2-diyl))bis(4-methylbenzo[b]thiophene-2-carboxylic acid) C(CN1C(=NC2=C1C=CC(=C2)C(N)=O)C=2C1=C(SC2C(=O)O)C=CC=C1C)N1C(=NC2=C1C=CC(=C2)C(N)=O)C=2C1=C(SC2C(=O)O)C=CC=C1C